C(C)OC(=O)C=1C=NN(C1C=1C(=NC(=CC1)NC1CC1)F)C(C)C 5-[6-(cyclopropylamino)-2-fluoropyridin-3-yl]-1-propan-2-ylpyrazole-4-carboxylic acid ethyl ester